C1(=CC=CC=C1)C(C)NS(=O)(=O)C1=CC=C(C)C=C1 N-(1-phenylethyl)p-toluenesulfonamide